[Li].[Li].C1=CC=CC1 cyclopentadiene dilithium